Tert-butyl ((5-(isoxazol-5-yl)isochroman-1-yl)methyl)(methyl)carbamate O1N=CC=C1C1=C2CCOC(C2=CC=C1)CN(C(OC(C)(C)C)=O)C